glutamyl-valylglycine N[C@@H](CCC(=O)O)C(=O)N[C@@H](C(C)C)C(=O)NCC(=O)O